1,1'-(5-ethyl-2-octadecyloxy-1,3-phenylene)-bis(N,N-dimethylmethanamine) C(C)C=1C=C(C(=C(C1)CN(C)C)OCCCCCCCCCCCCCCCCCC)CN(C)C